NC1=C2N=CN(C2=NC(=N1)Cl)[C@H]1[C@@H]([C@@]([C@H](O1)COC(C(=O)O)(C(=O)OCC)CC1=CC(=CC=C1)C(F)(F)F)(O)C#C)O 2-(((2R,3S,4R,5R)-5-(6-amino-2-chloro-9H-purin-9-yl)-3-ethynyl-3,4-dihydroxytetrahydrofuran-2-yl)methoxy)-3-ethoxy-3-oxo-2-(3-(trifluoromethyl)-benzyl)propionic acid